ClCCCCC(C(=O)[O-])(O)O (3S,5S)-6-chlorodihydroxyhexanoate